Isopropyl ((1S)-2,2-dimethyl-1-{[(4-methylbenzoyl)amino]methyl}propyl)-carbamate CC([C@@H](CNC(C1=CC=C(C=C1)C)=O)NC(OC(C)C)=O)(C)C